4-((1R,5S)-3,8-diazabicyclo[3.2.1]octan-3-yl)-7-(4-ethyl-1H-indol-3-yl)-8-fluoro-2-((tetrahydro-1H-pyrrolizin-7a(5H)-yl)methoxy)quinazoline [C@H]12CN(C[C@H](CC1)N2)C2=NC(=NC1=C(C(=CC=C21)C2=CNC1=CC=CC(=C21)CC)F)OCC21CCCN1CCC2